4-Amino-3,5-dimethylcyclohexyl-4-amino-3-methylcyclohexyl-methan NC1C(CC(CC1C)CC1CC(C(CC1)N)C)C